6-methoxy-3-vinylpyridin-2-amine COC1=CC=C(C(=N1)N)C=C